N-(2-(3,3-dimethylpentan-1-ynyl)phenyl)acetamide tert-butyl-(5R)-5-[(5-bromopentanoyl)amino]-3,3-difluoropiperidine-1-carboxylate C(C)(C)(C)OC(=O)N1CC(C[C@H](C1)NC(CCCCBr)=O)(F)F.CC(C#CC1=C(C=CC=C1)NC(C)=O)(CC)C